N-((7-Azadispiro[2.1.35.13]nonan-1-yl)methyl)-6-chloropyridazin-3-amine 2,2,2-trifluoroacetate FC(C(=O)O)(F)F.C1(CC12CC1(CNC1)C2)CNC=2N=NC(=CC2)Cl